methyl 2-((1-(3,6-dimethyl-4-oxo-2-(piperidin-1-yl)-3,4-dihydroquinazolin-8-yl)ethyl)amino)benzoate CN1C(=NC2=C(C=C(C=C2C1=O)C)C(C)NC1=C(C(=O)OC)C=CC=C1)N1CCCCC1